2-((1-(6-aminopyridin-3-yl)piperidin-4-yl)(methyl)amino)ethan-1-ol NC1=CC=C(C=N1)N1CCC(CC1)N(CCO)C